(5-chloro-8-quinolinoxy)acetic acid allylester C(C=C)OC(COC=1C=CC(=C2C=CC=NC12)Cl)=O